COC=1C=C2NC(C=3N(C2=C(C1C1=C2C=CN(C2=CC=C1)CCOC)C)C(=NN3)C)(C)C 7-methoxy-8-[1-(2-methoxy-ethyl)-1H-indol-4-yl]-1,4,4,9-tetramethyl-5H-[1,2,4]triazolo[4,3-a]quinoxaline